C(CCCCCCC\C=C/CCCCCCCC)(=O)OC[C@@H](OC(CCCCCCC\C=C/CCCCCCCC)=O)COP(=O)(O)O 1,2-di-oleoyl-sn-glycero-3-phosphate